C(C1=CC=CC=C1)N1CCC(CC1)CCNC(=O)N1[C@@H](CN(C[C@@H]1C)C1=NC=C(C=N1)C(=O)NCC=C)C 2-[(3R,5S)-4-{[2-(1-benzylpiperidin-4-yl)ethyl]carbamoyl}-3,5-dimethylpiperazin-1-yl]-N-(prop-2-en-1-yl)pyrimidine-5-carboxamide